FC(C=1C(NC(N(N1)C1=CC(=C(OC2=NC=C(C(=C2)S(=O)(=O)NC2CC(C2)O)OCOC)C(=C1)C)C)=O)=O)F 2-[4-[6-(difluoromethyl)-3,5-dioxo-1,2,4-triazin-2-yl]-2,6-dimethyl-phenoxy]-N-(3-hydroxycyclobutyl)-5-(methoxymethoxy)pyridine-4-sulfonamide